C(C)(C)(C)N1CCN(CC1)C1CCN(CC1)C1=CC(=C(N)C=C1)OC(F)F 4-(4-(4-(tert-butyl)piperazin-1-yl)piperidin-1-yl)-2-(difluoromethoxy)aniline